2-chloro-N-((4-methylbenzyl)carbamoyl)acetamide ClCC(=O)NC(NCC1=CC=C(C=C1)C)=O